COC1=CC=C(CN(S(=O)(=O)C=2C(=C(C=CC2S(=O)(=O)CCNC(OC(C)(C)C)=O)C2=CC(=CC=C2)N2C=NC=C2)C2=NN=NN2CC2=CC=C(C=C2)OC)CC2=CC=C(C=C2)OC)C=C1 tert-butyl (2-((3-(N,N-bis(4-methoxybenzyl)sulfamoyl)-3'-(1H-imidazol-1-yl)-2-(1-(4-methoxybenzyl)-1H-tetrazol-5-yl)-[1,1'-biphenyl]-4-yl)sulfonyl)ethyl)carbamate